CC1(CC=NO1)C(=O)N 5-methyl-4H-isoxazole-5-carboxamid